3-methyloctanoic acid CC(CC(=O)O)CCCCC